4-bromothiazol-2-amine BrC=1N=C(SC1)N